BrC=1C(=NC(=NC1)Cl)NC1CCC(CC1)O (1s,4s)-4-((5-bromo-2-chloropyrimidin-4-yl)amino)cyclohexan-1-ol